tert-butyl (2S,4R)-4-((3-iodopyrazolo[1,5-a]pyridin-5-yl) methyl)-2-methylpiperidine-1-carboxylate IC=1C=NN2C1C=C(C=C2)C[C@H]2C[C@@H](N(CC2)C(=O)OC(C)(C)C)C